NC=1C=[NH+]C=C(C1)F 3-amino-5-fluoropyridinium